N1CC(C1)COC=1C=C(C=C2C(=NC=NC12)NCC=1N=NC(=CC1)C)C1=CC=C(C=C1)F 8-(azetidin-3-ylmethoxy)-6-(4-fluorophenyl)-N-[(6-methylpyridazin-3-yl)methyl]quinazolin-4-amine